3-chloro-1-(3-((6-((5-methylthiazol-2-yl)amino)-4-(morpholinomethyl)pyridin-2-yl)amino)piperidin-1-yl)propan-1-one ClCCC(=O)N1CC(CCC1)NC1=NC(=CC(=C1)CN1CCOCC1)NC=1SC(=CN1)C